((trimethylsilyl)oxy)trisiloxan C[Si](O[SiH2]O[SiH2]O[SiH3])(C)C